BrCCN1C(=O)C(=O)C2=CC(=CC=C12)OC N-(2-bromoethyl)-5-methoxyisatin